1'-((3-fluoro-4-oxo-4,5-dihydropyrrolo[1,2-a]quinoxalin-7-yl)methyl)-3'-methoxy-N-methyl-1',2',3',6'-tetrahydro-[3,4'-bipyridine]-6-carboxamide FC=1C=CN2C1C(NC1=CC(=CC=C21)CN2CC(C(=CC2)C=2C=NC(=CC2)C(=O)NC)OC)=O